C[C@@H]1CC(NC=2N=CN=C(C21)N2[C@@H](CNCC2)C)=O (R)-5-methyl-4-((R)-2-methylpiperazin-1-yl)-5,8-dihydropyrido[2,3-d]pyrimidin-7(6H)-one